N-hydroxy-6,7-dihydro-5H-benzo[7]annulene-3-carboxamidine ONC(=N)C1=CC2=C(C=CCCC2)C=C1